tert-butyl 4-(4-bromophenylsulfonimidoyl)piperidine-1-carboxylate BrC1=CC=C(C=C1)S(=O)(=N)C1CCN(CC1)C(=O)OC(C)(C)C